(1S,3S,5R)-N-((4-carbamimidoylthiophen-2-yl)methyl)-2-((4-phenoxybenzoyl)-glycyl)-5-(((tetrahydro-2H-pyran-2-yl)oxy)methyl)-2-azabicyclo[3.1.0]hexane-3-carboxamide C(N)(=N)C=1C=C(SC1)CNC(=O)[C@H]1N([C@H]2C[C@]2(C1)COC1OCCCC1)C(CNC(C1=CC=C(C=C1)OC1=CC=CC=C1)=O)=O